NC1=C(C2=C([C@H](N(CC2)C(=O)OC(C)(C)C)C)S1)C(=O)OCC 6-(tert-butyl) 3-ethyl (R)-2-amino-7-methyl-4,7-dihydrothieno[2,3-c]pyridine-3,6(5H)-dicarboxylate